n-Butyl acrylate (n-Butyl acrylate) C(CCC)C(C(=O)O)=C.C(C=C)(=O)OCCCC